[1-[6-methyl-2-(4-methyl-1-piperidinyl)-4-oxo-chromen-8-yl]ethylamino]benzoic acid CC=1C=C2C(C=C(OC2=C(C1)C(C)NC1=C(C(=O)O)C=CC=C1)N1CCC(CC1)C)=O